OC1CN(C1)CCN1C(NC2=NC=C(C=C21)C2=CC(=CC=C2)C(F)(F)F)=O 1-[2-(3-hydroxyazetidin-1-yl)ethyl]-6-[3-(trifluoromethyl)phenyl]-3H-imidazo[4,5-b]pyridin-2-one